(3S)-3-(5-(4-((5-hydroxyhexahydrocyclopenta[c]pyrrol-2(1H)-yl)methyl)pyridin-2-yl)-1-oxoisoindolin-2-yl)piperidine-2,6-dione OC1CC2C(CN(C2)CC2=CC(=NC=C2)C=2C=C3CN(C(C3=CC2)=O)[C@@H]2C(NC(CC2)=O)=O)C1